4-(6-cyano-5-fluoropyridin-2-yl)-N-((1S,3S)-3-hydroxycyclobutyl)-3-methylbenzenesulfonamide C(#N)C1=C(C=CC(=N1)C1=C(C=C(C=C1)S(=O)(=O)NC1CC(C1)O)C)F